CN1CN(CN(C1)C(Cl)(Cl)Cl)C(Cl)(Cl)Cl 1-methyl-3,5-bis(trichloromethyl)-s-triazine